2-(methylthio)pyrimidine CSC1=NC=CC=N1